1H-indazol-6-yl-N-(2-cyanobenzyl)-1,2-dimethyl-5-(2-{[(3S)-3-(morpholin-4-ylmethyl)-3,4-dihydroisoquinolin-2(1H)-yl]carbonyl}-5-nitrophenyl)-1H-pyrrole-3-carboxamide N1N=CC2=CC=C(C=C12)C=1C(=C(N(C1C1=C(C=CC(=C1)[N+](=O)[O-])C(=O)N1CC2=CC=CC=C2C[C@H]1CN1CCOCC1)C)C)C(=O)NCC1=C(C=CC=C1)C#N